BrC=1SC=C(N1)SC(C)(C)C 2-bromo-4-(tert-butylsulfanyl)-1,3-thiazole